ClC1=CC=C(C(=O)C=CC(=O)O)C=C1 3-(4-chlorobenzoyl)acrylic acid